ClC=1C(=C(C=CC1)NC1=C(NC2=C1C(NCC2)=O)C2=NC(=NC=C2)SC)OC 3-[(3-chloro-2-methoxyphenyl)amino]-2-[2-(methylsulfanyl)pyrimidin-4-yl]-1h,5h,6h,7h-pyrrolo[3,2-c]pyridin-4-one